C1(CCC(CC1)C(=C)C)C menth-8-en